3-(benzyloxy)-2-chloropyridine C(C1=CC=CC=C1)OC=1C(=NC=CC1)Cl